monomethylether monomethacrylate C(C(=C)C)(=O)O.COC